1-(6-(3-Methoxytetrahydrofuran-3-yl)-4-methylpyridin-2-yl)-3-(piperidin-4-yl)-1H-pyrrole COC1(COCC1)C1=CC(=CC(=N1)N1C=C(C=C1)C1CCNCC1)C